C(C)(=O)NCC1=CC(=C2C=NC(NC2=C1)=O)C 7-(acetamidomethyl)-5-methyl-2-oxo-1,2-dihydroquinazolin